S(=O)(=O)(C1=CC=C(C)C=C1)OC[C@H]1[C@@H](C\C=C/C\C=C/CCCCCCCC)O1 (2S,3R,5Z,8Z)-1-tosyloxy-2,3-epoxy-5,8-heptadecadiene